5-fluoro-2-(propan-2-yl)pyridin-3-amine FC=1C=C(C(=NC1)C(C)C)N